3-bromo-N-(1-hydroxy-3,3-dimethylbut-2-yl)picolinamide BrC=1C(=NC=CC1)C(=O)NC(CO)C(C)(C)C